tert-butyl 4-[5-nitro-6-(pyrimidin-4-ylamino)-2-pyridyl]piperazine-1-carboxylate [N+](=O)([O-])C=1C=CC(=NC1NC1=NC=NC=C1)N1CCN(CC1)C(=O)OC(C)(C)C